(4-chloro-2-fluoro-5-methylphenyl)methylamine ClC1=CC(=C(C=C1C)CN)F